BrC(OC=1C=NC(=NC1)Cl)(F)F 5-(bromodifluoromethoxy)-2-chloropyrimidine